CC([C@@]12CCCN3[C@@H]1[C@@]4(CC3)C5=CC=CC=C5NC4=C(C2)C(=O)OC)OC(=O)C The molecule is an Aspidosperma alkaloid that is (5alpha,12beta,19alpha)-2,3-didehydroaspidospermidine which is substituted by a methoxycarbonyl group at position 3 and by an acetoxy group at position 20. It has a role as a plant metabolite. It is an Aspidosperma alkaloid, an organic heteropentacyclic compound, an acetate ester, a methyl ester, a tertiary amino compound and an enamine. It is a conjugate base of a (-)-echitovenine(1+).